(S)-2-hydroxymethyl-propionic acid OC[C@@H](C(=O)O)C